(4-(but-3-en-1-yl)phenyl)dichlorophosphane C(CC=C)C1=CC=C(C=C1)P(Cl)Cl